ClC=1C=C(C=C2C(=C(C=NC12)C#N)NCC(C)(C)C)N[C@@H](C=1C(=NC(=CC1)F)C)C=1N=NN(C1)C1(CC1)C#N (S)-8-chloro-6-(((1-(1-cyanocyclopropyl)-1H-1,2,3-triazol-4-yl)(6-fluoro-2-methylpyridin-3-yl)methyl)amino)-4-(neopentylamino)quinoline-3-carbonitrile